C(C1=CC=CC=C1)(=O)OCC1=CC=CC=C1 BENZOIC ACID, PHENYLMETHYL ESTER